3-{[(5R)-5-(3-chloro-2-fluorophenyl)-4-fluoro-7-(3-fluoropyridin-2-yl)-5-methyl-8-oxo-5,6,7,8-tetrahydro-2,7-naphthyridin-3-yl]amino}azetidine-1-carboxamide ClC=1C(=C(C=CC1)[C@@]1(C=2C(=C(N=CC2C(N(C1)C1=NC=CC=C1F)=O)NC1CN(C1)C(=O)N)F)C)F